(2R,3R,4R,5S)-2-(((l-1-aminoundecyl)oxy)methyl)-5-((6-chloro-2-(trifluoromethyl)pyrimidin-4-yl)amino)tetrahydro-2H-pyran-3,4-diol NC(CCCCCCCCCC)OC[C@H]1OC[C@@H]([C@H]([C@H]1O)O)NC1=NC(=NC(=C1)Cl)C(F)(F)F